CN1[C@@H](CCC1)CO N-methyl-L-prolinol